CN(CCCNC=1C2=C(N(C(N1)=O)C1=C(C=CC=C1)Cl)N=C(C=C2)C(F)(F)F)C 4-{[3-(dimethylamino)propyl]amino}-1-(2-chlorophenyl)-7-(trifluoromethyl)-pyrido[2,3-d]pyrimidin-2(1H)-one